ClC1=C(C(=CC=2C(CCCC12)O)C#N)OCCC 4-chloro-8-hydroxy-3-propoxy-5,6,7,8-tetrahydronaphthalene-2-carbonitrile